ClC1=CC2=C(N=CN(C2=O)CC2(CCN(CC2)C(C2=C(C=C(C=C2)F)F)=O)O)N1C1=CC=C(C=C1)[C@@H]1CO[C@H](CN1C(=O)OC(C)(C)C)C tert-butyl (2S,5R)-5-(4-(6-chloro-3-((1-(2,4-difluorobenzoyl)-4-hydroxypiperidin-4-yl)methyl)-4-oxo-3,4-dihydro-7H-pyrrolo[2,3-d]pyrimidin-7-yl)phenyl)-2-methylmorpholine-4-carboxylate